3',4'-dihydro-1'H-spiro[cyclopentane-1,2'-naphthalen]-5'-amine C1C2(CCC=3C(=CC=CC13)N)CCCC2